CC=1C(=C2NC1C=C1C(=C(C(=N1)C=C1C(=C(C(N1)=CC=1C(=C(C(N1)=C2)CCC(=O)NCCCC2=CC=CC=C2)C)C=C)C)C=C)C)CCC(=O)NCCCC2=CC=CC=C2 3,3'-(3,7,12,17-tetramethyl-8,13-divinylporphyrin-2,18-diyl)bis(N-(3-phenylpropyl)propionamide)